2-(4-chlorophenyl)-6-(phenanthren-9-yl)-4-(3-pyridin-3-yl-phenyl)-benzoxazole ClC1=CC=C(C=C1)C=1OC2=C(N1)C(=CC(=C2)C=2C1=CC=CC=C1C=1C=CC=CC1C2)C2=CC(=CC=C2)C=2C=NC=CC2